[4-(4-amino-2-fluorophenyl)piperazin-1-yl]carboxylic acid tert-butyl ester C(C)(C)(C)OC(=O)N1CCN(CC1)C1=C(C=C(C=C1)N)F